3-(((6-(1-(tert-butoxycarbonyl)piperidin-4-yl)pyridin-2-yl)oxy)methyl)-4-fluorobenzoic acid C(C)(C)(C)OC(=O)N1CCC(CC1)C1=CC=CC(=N1)OCC=1C=C(C(=O)O)C=CC1F